NC=1C=CC(=NC1)C 5-amino-2-methylpyridine